ethyl-5-(7-fluoroquinolin-8-yl)pyridin-2-amine C(C)C=1C(=NC=C(C1)C=1C(=CC=C2C=CC=NC12)F)N